[C@@H]1([C@H](O)[C@H](O)[C@H](O1)CO)N1N=C(N=C1)C(=O)N 1-beta-D-ribofuranosyl-1H-1,2,4-triazole-3-carboxamide